tert-butyl (3S,5R)-3,5-dimethyl-4-((tetrahydro-2H-pyran-4-yl)methyl)piperazine-1-carboxylate C[C@H]1CN(C[C@H](N1CC1CCOCC1)C)C(=O)OC(C)(C)C